CC=1C=C(C=C2C(NC(=NC12)C=1C=C2C(=CN1)SC=C2)=O)CC(=O)N2CCOCC2 8-methyl-6-(2-morpholino-2-oxo-ethyl)-2-thieno[2,3-c]pyridin-5-yl-3H-quinazolin-4-one